6-amino-3-bromo-5-(3-methoxy-2,6-dimethyl-phenyl)pyrrolo[2,3-b]pyrazine-7-carbonitrile NC1=C(C=2C(=NC(=CN2)Br)N1C1=C(C(=CC=C1C)OC)C)C#N